isopropyl ((R)-phenoxy((S)-2,2,2-trifluoro-1-((2S,3S,5R)-5-(5-fluoro-2,4-dioxo-3,4-dihydropyrimidin-1(2H)-yl)-3-hydroxytetrahydrofuran-2-yl)ethoxy)phosphoryl)-L-alaninate O(C1=CC=CC=C1)[P@](=O)(O[C@H](C(F)(F)F)[C@H]1O[C@H](C[C@@H]1O)N1C(NC(C(=C1)F)=O)=O)N[C@@H](C)C(=O)OC(C)C